(3r,5r,7r)-1,3-dioxoisoindol-2-yladamantane-1-carboxylate O=C1N(C(C2=CC=CC=C12)=O)C1C2(C[C@@H]3C[C@H](CC1C3)C2)C(=O)[O-]